2-{4-Amino-1-tert-butyl-1H-pyrazolo[3,4-d]pyrimidin-3-yl}-3-chloro-N-propyl-1H-indole-6-carboxamide NC1=C2C(=NC=N1)N(N=C2C=2NC1=CC(=CC=C1C2Cl)C(=O)NCCC)C(C)(C)C